2-(2-chloro-4-(chloromethyl)phenyl)-1-methyl-4-(trifluoromethyl)-1H-imidazole ClC1=C(C=CC(=C1)CCl)C=1N(C=C(N1)C(F)(F)F)C